4-oxo-4H-quinolizine O=C1C=CC=C2C=CC=CN12